3-(5-(4-methoxyquinolin-2-yl)-1,2,4-oxadiazol-3-yl)pyrrolidine-1-carbonitrile COC1=CC(=NC2=CC=CC=C12)C1=NC(=NO1)C1CN(CC1)C#N